C[Si]1(CCC(CCC1)N)C 1,1-dimethyl-silacycloheptane-4-amine